tert-butyl 4-[2-methyl-7-({3-methyl-[1,2,4]triazolo[4,3-a]pyridin-6-yl} carbamoyl)indazol-4-yl]piperazine-1-carboxylate CN1N=C2C(=CC=C(C2=C1)N1CCN(CC1)C(=O)OC(C)(C)C)C(NC=1C=CC=2N(C1)C(=NN2)C)=O